NCCOCCOCCC(=O)NCCSSCCC(=O)N(C(CCCCCCCCC(=O)OCC(CCCCCC)CCCC)CCCCCCCCC(=O)OCC(CCCCCC)CCCC)CCCCCCCCC bis(2-butyloctyl) 10-[3-[2-[3-[2-(2-aminoethoxy)ethoxy]propanoylamino] ethyldisulfanyl]propanoyl-nonyl-amino]nonadecanedioate